C1(CCCC1)NC1=NN2C(N(C(C3=C2N=CC=C3)=O)CC(=O)NC3=NC=C(C=C3)F)=C1 2-(2-(Cyclopentylamino)-5-oxopyrazolo[1,5-a]pyrido[3,2-e]pyrimidin-4(5H)-yl)-N-(5-fluoropyridin-2-yl)acetamide